C(=O)(O)CN(CCN(CC(=O)O)CCNCC(=O)O)CC(=O)O N-[2-[bis(carboxymethyl)amino]ethyl]-N-[2-[(carboxymethyl)amino]ethyl]-glycine